(2,6-dichloro-3,5-dimethoxyphenyl)-3-(2-nitrophenyl)-4,5,6,7-tetrahydro-1H-indazole ClC1=C(C(=C(C=C1OC)OC)Cl)N1N=C(C=2CCCCC12)C1=C(C=CC=C1)[N+](=O)[O-]